C(\C=C/C(=O)O)(=O)O.ClC1=CC2=C(CCC3=C(N2CCCCNC/C=C/C(=O)OCC)C=CC(=C3)O)C=C1 ethyl (E)-4-[4-(7-chloro-2-hydroxy-10,11-dihydro-dibenzo[b,f]azepin-5-yl)-butylamino]-but-2-enoate maleate